(Z)-3,7-dimethyl-2,6-octadienol C/C(=C/CO)/CCC=C(C)C